ClC=1C=C(C=CC1C(NCCN1CC(CC1)O)=O)NC(=O)C=1N(C(=CN1)C1=C(C(=C(C=C1)OC)F)F)C N-[3-Chloro-4-[2-(3-hydroxypyrrolidin-1-yl)ethylcarbamoyl]phenyl]-5-(2,3-difluoro-4-methoxyphenyl)-1-methylimidazol-2-carboxamid